FC=1C=C(COC2=CC(=NC=C2)N2CCC(CC2)NC(=S)NC=2C=NC=CC2)C=CC1F 1-(1-(4-((3,4-Difluorobenzyl)oxy)pyridin-2-yl)piperidin-4-yl)-3-(pyridin-3-yl)thiourea